(1R,3S)-3-(1-tert-butyl-5-{[(5-methoxypyrazin-2-yl)acetyl]amino}-1H-pyrazol-3-yl)cyclopentyl (1-methylcyclopropyl)carbamate CC1(CC1)NC(O[C@H]1C[C@H](CC1)C1=NN(C(=C1)NC(CC1=NC=C(N=C1)OC)=O)C(C)(C)C)=O